(2S)-2-amino-3-{[(3-chloro-2-methyl-5-sulfophenyl)carbamoyl]Amino}propionic acid N[C@H](C(=O)O)CNC(NC1=C(C(=CC(=C1)S(=O)(=O)O)Cl)C)=O